2-chloro-N-[2-(1H-indol-3-yl)ethyl]-7-methyl-7,8-dihydro-6H-pyrimido[5,4-b][1,4]oxazin-4-amine ClC=1N=C(C=2OCC(NC2N1)C)NCCC1=CNC2=CC=CC=C12